BrC1=C(C=CC2=C1C=C(S2)C(=O)O)F 4-bromo-5-fluorobenzothiophene-2-carboxylic acid